C1(CC1)C(=O)NC1=CC(=C(O[C@H]2CN(CC2)C(=O)OC(C)(C)C)C=C1)C=1C(=NC=NC1C)C Tert-butyl (3R)-3-[4-(cyclopropanecarbonylamino)-2-(4,6-dimethylpyrimidin-5-yl)phenoxy]pyrrolidine-1-carboxylate